(1s,3s)-3-(4-((5-isopropyl-8-(3-((methylsulfonyl)methyl)azetidin-1-yl)-2,7-naphthyridin-3-yl)amino)pyrimidin-2-yl)-3-methylcyclobutan-1-ol C(C)(C)C1=C2C=C(N=CC2=C(N=C1)N1CC(C1)CS(=O)(=O)C)NC1=NC(=NC=C1)C1(CC(C1)O)C